5'-(pyridin-4-yl)-[1,1':2',1''-terphenyl]-3'-carbonitrile N1=CC=C(C=C1)C=1C=C(C(=C(C1)C1=CC=CC=C1)C1=CC=CC=C1)C#N